1-(3-amino-4-fluorophenyl)-3-cyclopropyl-1-(pyridin-2-yl)propan-1-ol NC=1C=C(C=CC1F)C(CCC1CC1)(O)C1=NC=CC=C1